N1=C(C=CC=C1)SSCCC(=O)ON1C(C(CC1=O)S(=O)(=O)O)=O sulfo-succinimidyl 3-(2-pyridyldithio)propionate